rac-Methyl-2-(1-bromo-2-methoxy-2-oxoethyl)-5-fluorobenzoate COC(C1=C(C=CC(=C1)F)[C@H](C(=O)OC)Br)=O |r|